Amidinophosphoric acid C(N)(=N)OP(O)(O)=O